BrC=1C(=C(C=2N(C1)C=C(N2)CC2CC2)F)OC 6-bromo-2-(cyclopropylmethyl)-8-fluoro-7-methoxy-imidazo[1,2-a]pyridine